N1(CCOCC1)C(=O)C=1C=C(C=C(C1)[N+](=O)[O-])B(O)O 3-(MORPHOLINE-4-CARBONYL)-5-NITROPHENYLBORONIC ACID